P(=O)(OC[N+]1=C(C(=CC=C1)C1=CC(=NO1)CC=1C=NC(=CC1)OCC1=C(OC=C1)C)N)(O)[O-] (2-amino-3-(3-((6-((2-methylfuran-3-yl)methoxy)pyridin-3-yl)methyl)isoxazol-5-yl)pyridin-1-ium-1-yl)methyl hydrogen phosphate